C(#N)C1=CC(=C(C=C1)N1CC(N(C2(CCN(C2)C(=O)OC)C1=O)CC1=CC=C(C=C1)C(F)(F)F)=O)F methyl 9-(4-cyano-2-fluorophenyl)-7,10-dioxo-6-(4-(trifluoromethyl)benzyl)-2,6,9-triazaspiro[4.5]decane-2-carboxylate